3,3-difluoroazetidine hydrogen chloride salt Cl.FC1(CNC1)F